C(C)(=O)NC=1C=CC(=C(C1)[C@@H]1COCCCN1C(=O)OC(C)(C)C)Cl |r| (+/-)-tert-butyl 3-(5-acetamido-2-chlorophenyl)-1,4-oxazepane-4-carboxylate